(hydroxymethyl)-1-butanol OCC(CCC)O